C=1(C=CCCCCC1)C(=O)N[C@@H](CC(C)C)C(=O)O (cyclooctene-2-ene-1-carbonyl)-L-leucine